CN(C1CCC2(CCNCC2)CC1)C=1C2=C(N=CN1)NC=C2 9-[Methyl(7H-pyrrolo[2,3-d]pyrimidin-4-yl)amino]-3-azaspiro[5.5]undecan